TOSYL-(4-METHYLBENZYL)-METHYLISOCYANIDE S(=O)(=O)(C1=CC=C(C)C=C1)C(CC1=CC=C(C=C1)C)[N+]#[C-]